4-(cyclopropylamino)-2-(((S)-2,3,4,5-tetrahydro-3-((3-methyloxetan-3-yl)methoxy)benzo[b][1,4]oxazepin-7-yl)amino)pyrimidine-5-carboxamide C1(CC1)NC1=NC(=NC=C1C(=O)N)NC1=CC2=C(OC[C@H](CN2)OCC2(COC2)C)C=C1